tributyl-(4-(hydrazinocarbonyl)benzyl)phosphonium bromide [Br-].C(CCC)[P+](CC1=CC=C(C=C1)C(=O)NN)(CCCC)CCCC